C(C)OC(CS(=O)(=O)CC(C(CCC(C(=O)O)(C)C1=CC(=CC=C1)CCC(=O)OCC)(C)C)(F)F)=O 7-((2-ethoxy-2-oxoethyl)sulfonyl)-2-(3-(3-ethoxy-3-oxopropyl)phenyl)-6,6-difluoro-2,5,5-trimethylheptanoic acid